tert-butyl (2,6-difluoro-3-nitrophenyl)carbamate FC1=C(C(=CC=C1[N+](=O)[O-])F)NC(OC(C)(C)C)=O